1-[9-ethyl-6-(2-methylbenzoyl)-9H-carbazole-3-yl]-ethanone-1-(O-acetyl oxime) C(C)(=O)ON=C(C)C=1C=CC=2N(C3=CC=C(C=C3C2C1)C(C1=C(C=CC=C1)C)=O)CC